(-)-2-(2-(Dimethylamino)naphthalen-1-yl)phenyl trifluoromethanesulfonate FC(S(=O)(=O)OC1=C(C=CC=C1)C1=C(C=CC2=CC=CC=C12)N(C)C)(F)F